O=C1NC(CCC1N1C(N(C2=C3CCCN(C3=CC=C21)CCCC(=O)OC(C)(C)C)C)=O)=O tert-butyl 4-[3-(2,6-dioxo-3-piperidyl)-1-methyl-2-oxo-8,9-dihydro-7H-imidazo[4,5-f]quinolin-6-yl]butanoate